2-bromo-3-(difluoromethoxy)benzonitrile BrC1=C(C#N)C=CC=C1OC(F)F